(E)-1-(naphthalen-2-yl)-3-(trifluoromethyl)pent-2-en-1-one C1=C(C=CC2=CC=CC=C12)C(\C=C(/CC)\C(F)(F)F)=O